C1(CCCCC1)NCC(CS(=O)(=O)O)O 3-(cyclohexylamino)-2-hydroxyl-1-propanesulfonic acid